C1(CCC1)COC=1C=C(C=CC1)C1=CC(=C(C(=C1)F)N(CCCC(=O)O)C)F 4-[(3'-cyclobutylmethoxy-3,5-difluoro-biphenyl-4-yl)-methyl-amino]-butyric acid